tert-Butyl N-(5-amino-6-methyl-2-pyridyl)-N-tert-butoxycarbonyl-carbamate NC=1C=CC(=NC1C)N(C(OC(C)(C)C)=O)C(=O)OC(C)(C)C